trans-3-fluoro-5-[(3S)-2-[4-[(8-methyl-[1,2,4]triazolo[1,5-a]pyridin-6-yl)methyl]cyclohexanecarbonyl]-1,2-oxazolidin-3-yl]benzonitrile FC=1C=C(C#N)C=C(C1)[C@H]1N(OCC1)C(=O)[C@@H]1CC[C@H](CC1)CC=1C=C(C=2N(C1)N=CN2)C